1-Isothiocyanato-7-(methylsulfinyl)-heptan N(=C=S)CCCCCCCS(=O)C